BrC1=CC=C2C(=C1)OCC(C21N=C2N(C=C(C=C2OC(F)F)C(F)(F)F)C1)F 7-bromo-8'-(difluoromethoxy)-3-fluoro-6'-(trifluoromethyl)-3'H-spiro[chroman-4,2'-imidazo[1,2-a]pyridine]